FC1=CC(=C2CN(C(C2=C1)=O)C1C(NC(CC1)=O)=O)S 3-(6-fluoro-4-mercapto-1-oxoisoindolin-2-yl)piperidine-2,6-dione